4-({2-[(aminosulfonyl)amino]ethyl}amino)-N'-hydroxy-N-[3-(trifluoromethyl)phenyl]-1,2,5-oxadiazole-3-carboximidamide ethyl-2-((4-(tert-butyl)phenyl)amino)-2-cyclohexylacetate C(C)OC(C(C1CCCCC1)NC1=CC=C(C=C1)C(C)(C)C)=O.NS(=O)(=O)NCCNC=1C(=NON1)C(NC1=CC(=CC=C1)C(F)(F)F)=NO